O=S(N1CCN(CC1)C1=NC=CC(=C1)C(C)C)(C=C)=O 4-[dioxo(vinyl)-λ6-sulfanyl]-1-[4-(prop-2-yl)pyridin-2-yl]piperazine